ClC=1N=C(C=2OC[C@@H](NC2N1)COC)NCCC1=CNC2=CC=CC=C12 (7S)-2-chloro-N-[2-(1H-indol-3-yl)ethyl]-7-(methoxymethyl)-7,8-dihydro-6H-pyrimido[5,4-b][1,4]oxazin-4-amine